2-cyanotetrahydrofuran-3,4-diyldipropionate C(#N)C1OCC(C1CCC(=O)[O-])CCC(=O)[O-]